C(C)(C)(C)OC(=O)N1CCC(=CC1)C1=C(C=C(C=C1)NC(C1=CC=C(C=C1)CCNC(=O)OC(C)(C)C)=O)C 4-{4-[4-(2-tert-butoxycarbonylamino-ethyl)-benzoylamino]-2-methyl-phenyl}-3,6-dihydro-2H-pyridine-1-carboxylic acid tert-butyl ester